3,3,4,4,5,5,6,6,6-nonafluoro-1-hexanol FC(CCO)(C(C(C(F)(F)F)(F)F)(F)F)F